1-(3-fluoro-4-(4-(hydroxymethyl)piperidin-1-yl)phenyl)dihydropyrimidine-2,4(1H,3H)-dione FC=1C=C(C=CC1N1CCC(CC1)CO)N1C(NC(CC1)=O)=O